FCS(=O)(=O)N[C@@H]1[C@@H](N(CC12CC2)C(=O)[C@@H]2OCC2)CC=2C(=C(C=CC2)C2=CC=CC=C2)F 1-fluoro-N-((6s,7s)-6-((2-fluoro-[1,1'-biphenyl]-3-yl)methyl)-5-((R)-oxetan-2-carbonyl)-5-azaspiro[2.4]heptan-7-yl)methanesulfonamide